N,N-dimethyl-3-(3-bromo-6-fluoro-2-methylindole-1-sulfonyl)-[1,2,4]triazole-1-sulfonamide CN(S(=O)(=O)N1N=C(N=C1)S(=O)(=O)N1C(=C(C2=CC=C(C=C12)F)Br)C)C